(1R,3S)-3-{5-[(1,1-dioxo-2,3-dihydro-1λ6-benzo[2,1-b]thiophen-7-yl)amino]-2H-pyrazol-3-yl}cyclopentyl (prop-2-ylamino)methanoate CC(C)NC(=O)O[C@H]1C[C@H](CC1)C=1NN=C(C1)NC1=CC=CC2=C1S(CC2)(=O)=O